dihydro-4H-chromen-4-one O1CCC(C2=CC=CC=C12)=O